(2-methyl-aziridine) phosphorus [P].CC1NC1